C(C)(C)(C)OC(=O)N1[C@H](C[C@@H](C1)F)C1=C(C=CC(=C1)F)O[C@H](C)CCCN1C=NC=2C=NC=3C=CC(=CC3C21)Br (2R,4S)-2-(2-((R)-5-(8-bromo-1H-imidazo[4,5-c]quinolin-1-yl)pent-2-yloxy)-5-fluorophenyl)-4-fluoropyrrolidine-1-carboxylic acid tert-butyl ester